FC1=CC=CC2=CN(N=C12)[C@@H](C(NC=1SC=CN1)=O)C1=CC=CC=C1 |r| 7-fluoro-2-[(1RS)-2-oxo-1-phenyl-2-(thiazol-2-ylamino)ethyl]Indazole